C([O-])([O-])=O.[Cs+].C(C)(C)(C)OC(=O)N1CCC(CC1)C=1N=CC=C2C1N(C(=C2)C(=O)OCC)CC2CC2.[Cs+] Ethyl 7-(1-(tert-butoxycarbonyl)piperidin-4-yl)-1-(cyclopropylmethyl)-1H-pyrrolo[2,3-c]pyridine-2-carboxylate Cesium carbonate